ClC1=NN(C(C2=C1N(N=C2)C2OCCCC2)=O)CC(=O)N(CC)C2=CC1=C(OC(O1)(F)F)C=C2 2-(7-chloro-4-oxo-1-(tetrahydro-2H-pyran-2-yl)-1,4-dihydro-5H-pyrazolo[3,4-d]pyridazin-5-yl)-N-(2,2-difluorobenzo[d][1,3]dioxol-5-yl)-N-ethylacetamide